[C@H]12C=3N4CCNC(C4=CC3[C@H](CC1)C2)=O (1S,11R)-3,6-diazatetracyclo[9.2.1.02,10.03,8]tetradeca-2(10),8-dien-7-one